N-(4-(1H-pyrazol-4-yl)phenyl)-2-(2-(thiazol-2-yl)-1H-indol-6-yl)pyrimidin-4-amine N1N=CC(=C1)C1=CC=C(C=C1)NC1=NC(=NC=C1)C1=CC=C2C=C(NC2=C1)C=1SC=CN1